2-(2,6-dioxopiperidin-3-yl)-5-(1-(4-ethoxybenzyl)-4-hydroxypiperidin-4-yl)isoindoline-1,3-dione O=C1NC(CCC1N1C(C2=CC=C(C=C2C1=O)C1(CCN(CC1)CC1=CC=C(C=C1)OCC)O)=O)=O